C(C)(=O)C1=C(C2=C(N=C(N=C2)NC2=C(C=C(C=C2)N2CCNCC2)OC)N(C1=O)C1CCCC1)C 6-Acetyl-8-cyclopentyl-2-((2-methoxy-4-(piperazin-1-yl)phenyl)amino)-5-methylpyrido[2,3-d]Pyrimidine-7(8H)-one